CC1(OB(OC1(C)C)C1=CC(=CC=C1)OC1CCOCC1)C 4,4,5,5-tetramethyl-2-(3-((tetrahydro-2H-pyran-4-yl)oxy)phenyl)-1,3,2-dioxaborolane